(2S)-3-[[4-(2-fluoro-6-hydroxy-phenyl)phthalazin-1-yl]amino]propane-1,2-diol FC1=C(C(=CC=C1)O)C1=NN=C(C2=CC=CC=C12)NC[C@@H](CO)O